NC=1C=C(CS(=O)(=O)C2=C(C=C(C(=O)OC)C=C2)C#CC2=CC=C(C=C2)F)C=CC1 methyl 4-((3-aminobenzyl)sulfonyl)-3-((4-fluorophenyl)ethynyl)benzoate